7-(sec-butyl)-1,2,3,5-tetrahydro-s-indacene C(C)(CC)C1=CCC=2C=C3CCCC3=CC12